ClC=1C=C2C(=C3C1NC(NC31CCCCC1)=O)OC(=N2)CCOC 5-chloro-2-(2-methoxyethyl)-7,8-dihydro-6H-spiro[[1,3]oxazolo[5,4-f]quinazoline-9,1'-cyclohexane]-7-one